6-(3-(((1R,2S,3S,5R)-6,6-difluoro-2-methoxy-1,5-dimethyl-8-azabicyclo[3.2.1]octan-3-yl)oxy)-1,2,4-triazin-6-yl)isoquinolin-7-ol FC1([C@]2(C[C@@H]([C@H]([C@@](C1)(N2)C)OC)OC=2N=NC(=CN2)C=2C=C1C=CN=CC1=CC2O)C)F